C1(=CC=C(C=C1)NC1(CCCCC1)NC1=CC=C(C=C1)C)C 1,1-bis(N-(p-tolyl)amino)cyclohexane